CC1=C(C=C(C=C1)S(=O)(=O)N1CC(C1)C1COCC1)C1=CN=C2C(=NC=NN21)N 7-(2-methyl-5-((3-(tetrahydrofuran-3-yl)azetidin-1-yl)sulfonyl)phenyl)imidazo[2,1-f][1,2,4]triazin-4-amine